2-(1-ethynyl)benzaldehyde C(#C)C1=C(C=O)C=CC=C1